6-ethylthio-3-heptene C(C)SC(CC=CCC)C